4-(6-fluoro-1-(4-(morpholinomethyl)phenyl)-5,5-dioxo-1,4-dihydrothiochromeno[4,3-c]pyrazole-3-carbonyl)-6-methylmorpholine-3-carbaldehyde FC1=CC=CC2=C1S(CC1=C2N(N=C1C(=O)N1C(COC(C1)C)C=O)C1=CC=C(C=C1)CN1CCOCC1)(=O)=O